5-(Difluoromethoxy)pyridin FC(OC=1C=CC=NC1)F